2-(cyclopropanecarboxamido)pyrimidine-4-carboxylic acid C1(CC1)C(=O)NC1=NC=CC(=N1)C(=O)O